5-fluoro-8-(4-fluorophenyl)-9-(2H-benzo[e][1,3]oxazin-2,4(3H)-dione-3-yl)-8,9-dihydro-2H-pyrido[4,3,2-de]phthalazin-3(7H)-one FC=1C=C2C=3C(=NNC(C3C1)=O)C(C(N2)C2=CC=C(C=C2)F)N2C(OC1=C(C2=O)C=CC=C1)=O